C1(=CC=CC=C1)S(=O)(=O)C(CCN)S(=O)(=O)C1=CC=CC=C1 diphenylsulfonylpropylamine